[2-(2-Amino-1,1-dimethyl-ethyl)-2'-fluoro-5'-methoxy-biphenyl-4-yl]-methanol NCC(C)(C)C1=C(C=CC(=C1)CO)C1=C(C=CC(=C1)OC)F